imidazo[1,5-a]indole C1=NCN2C1=CC=1C=CC=CC21